BrC1=NNC(=C1C(C)C)I 3-bromo-5-iodo-4-isopropyl-1H-pyrazole